(6aR,9R)-5-bromo-N,N-diethyl-7-methyl-4-propionyl-4,6,6a,7,8,9-hexahydroindolo[4,3-fg]quinoline-9-carboxamide BrC=1N(C2=CC=CC=3C4=C[C@H](CN([C@@H]4CC1C32)C)C(=O)N(CC)CC)C(CC)=O